(S)-3-(3,5-dichlorophenyl)-3-(N-methyl-1-(3-(5,6,7,8-tetrahydro-1,8-naphthyridin-2-yl)propyl)-1H-pyrazole-4-carboxamido)propionic acid ClC=1C=C(C=C(C1)Cl)[C@H](CC(=O)O)N(C(=O)C=1C=NN(C1)CCCC1=NC=2NCCCC2C=C1)C